(E)-3,4-dihydroxy-6-(2-hydroxy-styryl)-2H-pyran-2-one OC=1C(OC(=CC1O)\C=C\C1=C(C=CC=C1)O)=O